3,5-diamino-6-[3-(trimethylsilyl)prop-1-yn-1-yl]Pyrazine-2-carboxylic acid methyl ester COC(=O)C1=NC(=C(N=C1N)N)C#CC[Si](C)(C)C